bis(2,6-dimethoxybenzoyl)t-butylphosphine oxide COC1=C(C(=O)P(C(C)(C)C)(C(C2=C(C=CC=C2OC)OC)=O)=O)C(=CC=C1)OC